BrC=1C=C2COC(C2=CC1)=O 5-bromoisobenzofuran-1(3H)-one